N1=CN=CC2=C1N(C=C2)CCCNCC=2C=CC=1N(C3=CC=CC=C3C1C2)CC 3-(7H-pyrrolo[2,3-d]pyrimidin-7-yl)-N-((9-ethyl-9H-carbazol-3-yl)methyl)propylamine